4-((4-methylpiperazin-1-yl)methyl)-N-(3-chloro-4-((6-chloropyridin-2-yl)methoxy)phenyl)-benzamide CN1CCN(CC1)CC1=CC=C(C(=O)NC2=CC(=C(C=C2)OCC2=NC(=CC=C2)Cl)Cl)C=C1